N-Acrylyl-Leucine C(C=C)(=O)N[C@@H](CC(C)C)C(=O)O